C(#N)C=1C(=NC=CC1)C1=C(C=C2C(=CN(C2=C1)CC(C)(C)C)[C@@H](C(F)(F)F)NS(=O)(=O)C1CC1)F (S)-N-(1-(6-(3-cyanopyridin-2-yl)-5-fluoro-1-neopentyl-1H-indol-3-yl)-2,2,2-trifluoroethyl)cyclopropanesulfonamide